tert-Butyl N-[(1R)-1-[6-methyl-2-(1-methyl-6-oxo-3-pyridyl)-4-oxo-chromen-8-yl]ethyl]carbamate CC=1C=C2C(C=C(OC2=C(C1)[C@@H](C)NC(OC(C)(C)C)=O)C1=CN(C(C=C1)=O)C)=O